C(CC)C(CN)(CN)CCC 2,2-dipropylpropane-1,3-diamine